(6-dimethylamino-3-methyl-1H-indol-2-yl)-(pyrid-4-yl)methane CN(C1=CC=C2C(=C(NC2=C1)CC1=CC=NC=C1)C)C